N1C(CC2=CC=CC=C12)=O trans-oxindole